Cl.N[C@H](C(=O)O)CC1=CC=C(C=C1)C1=NOC(=N1)C1=CC=CC=C1 (S)-2-amino-3-(4-(5-phenyl-1,2,4-oxadiazole-3-yl)phenyl)propionic acid hydrochloride